5-chloro-3-((1-methylpiperidin-3-yl)oxy)thiophene ClC1=CC(=CS1)OC1CN(CCC1)C